trans-2,2-difluoro-N-(1-(1-(5-fluoropyridin-2-yl)-1H-indazol-5-yl)-5-oxo-2-phenylpyrrolidin-3-yl)propanamide FC(C(=O)N[C@H]1[C@@H](N(C(C1)=O)C=1C=C2C=NN(C2=CC1)C1=NC=C(C=C1)F)C1=CC=CC=C1)(C)F